(S)-N-(1-(4-acetamido-3-fluorophenyl)ethyl)-6-(4-chlorophenyl)-2-(1-methyl-1H-pyrazol-4-yl)-3-oxo-2,3-dihydropyridazine-4-carboxamide C(C)(=O)NC1=C(C=C(C=C1)[C@H](C)NC(=O)C=1C(N(N=C(C1)C1=CC=C(C=C1)Cl)C=1C=NN(C1)C)=O)F